3-benzyl-1-(trans-4-((4-(butylamino)-5-cyanopyrimidin-2-yl)amino)cyclohexyl)-1-(5-(1-methyl-1H-pyrazol-4-yl)pyridin-2-yl)-urea C(C1=CC=CC=C1)NC(N(C1=NC=C(C=C1)C=1C=NN(C1)C)[C@@H]1CC[C@H](CC1)NC1=NC=C(C(=N1)NCCCC)C#N)=O